NCC(S(=O)(=O)O)S(=O)(=O)O 2-aminoethane-1,1-disulfonic acid